((3R,4S)-3-amino-4-(trifluoromethyl)pyrrolidin-1-yl)(3,4-dichloro-5-fluoro-1H-indol-2-yl)methanone N[C@H]1CN(C[C@@H]1C(F)(F)F)C(=O)C=1NC2=CC=C(C(=C2C1Cl)Cl)F